ClC=1C=CC(=C(C1)[C@H](CC(=O)NC)N1CCN(CC1)C)C (S)-3-(5-chloro-2-methylphenyl)-N-methyl-3-(4-methylpiperazin-1-yl)propanamide